FC=1C=C(C(=O)NC=2C(=NC(=C(C2)C)N2CCOCCC2)N2CCCC2)C=CC1 3-Fluoro-N-(5-methyl-6-[1,4]oxazepan-4-yl-2-pyrrolidin-1-yl-pyridin-3-yl)-benzamide